(2,3-dihydro-1,4-benzoxazepin-4(5H)-yl)(5,6,7,8-tetrahydro-4H-cyclohept[d]isoxazol-3-yl)-methanone O1CCN(CC2=C1C=CC=C2)C(=O)C2=NOC1=C2CCCCC1